(E)-3-(2-chloro-4-methoxyphenyl)-1-(3,4-dimethoxy-5-(methylthio)phenyl)prop-2-en-1-one ClC1=C(C=CC(=C1)OC)/C=C/C(=O)C1=CC(=C(C(=C1)SC)OC)OC